5-chloro-2,7-dimethyl-3H-imidazo[4,5-b]pyridine ClC1=CC(=C2C(=N1)NC(=N2)C)C